NC1=CC=C(C(=C1C(=O)OC)F)C(F)(F)F methyl 6-amino-2-fluoro-3-(trifluoromethyl)benzoate